FC1=C(C2=C(OCO2)C=C1NC1=NC(=CC(=N1)C)NC)C=1C[C@H](CNCC1)O |o1:22| rel-(3R)-5-[5-fluoro-6-[[4-methyl-6-(methylamino)pyrimidin-2-yl]amino]-1,3-benzodioxol-4-yl]-2,3,4,7-tetrahydro-1H-azepin-3-ol